(3-methyl)-1H-inden CC1=CCC2=CC=CC=C12